1-(4'-methoxy-[1,1'-biphenyl]-4-yl)-4-phenyl-1H-1,2,3-triazole COC1=CC=C(C=C1)C1=CC=C(C=C1)N1N=NC(=C1)C1=CC=CC=C1